(E)-2-methoxy-N'-(1-(pyridin-3-yl)ethylidene)benzohydrazide COC1=C(C(=O)N/N=C(\C)/C=2C=NC=CC2)C=CC=C1